4-((3R,5S)-3,5-dimethylpiperazin-1-yl)-N-(7-methoxy-2-methylimidazo[1,2-a]pyrimidin-6-yl)-2,3-dihydro-1H-pyrrolo[2,3-b]pyridine-1-carboxamide diformate C(=O)O.C(=O)O.C[C@@H]1CN(C[C@@H](N1)C)C1=C2C(=NC=C1)N(CC2)C(=O)NC=2C(=NC=1N(C2)C=C(N1)C)OC